5-chloro-3-(2-(3-(3-methoxyphenyl)-4-oxothiazolidin-2-ylidene)hydrazono)indol-2-one ClC=1C=C2C(C(NC2=CC1)=O)=NN=C1SCC(N1C1=CC(=CC=C1)OC)=O